6-(2,7-dimethyl-2H-indazol-5-yl)-N-(1,2-dimethylpiperidin-4-yl)-N-methyl-1,3-benzothiazol-2-amine CN1N=C2C(=CC(=CC2=C1)C1=CC2=C(N=C(S2)N(C)C2CC(N(CC2)C)C)C=C1)C